FC(C1=C(C=CC2=C1S(C(C2(F)F)(F)F)=O)F)F 7-(difluoromethyl)-2,2,3,3,6-pentafluoro-2,3-dihydrobenzo[b]thiophene 1-oxide